2-(((tert-Butyloxycarbonyl)(cyclobutylmethyl)amino)methyl)-6-cyano-1H-indole-1-carboxylic acid tert-butyl ester C(C)(C)(C)OC(=O)N1C(=CC2=CC=C(C=C12)C#N)CN(CC1CCC1)C(=O)OC(C)(C)C